CC1(C)CCCC(C)=C1\C=C\C(\C)=C\C=C\C(\C)=C\C=C\C=C(/C)\C=C\C=C(/C)\C=C\C1=C(C)CCCC1(C)C β,β-Carotene